O(C1=CC=CC=C1)C1=CC=C(C=C1)C1=C2CNC(C2=CC(=C1)NC1CN(C1)C(CC)=O)=O 4-(4-phenoxyphenyl)-6-((1-propionylazetidin-3-yl)amino)isoindolin-1-one